COC=1N=C2C(=CC=NC2=CC1OC)OC1=C(C=C(C=C1)NC(=O)C=1C(=NC(=C(C1O)C1=NC=C(C=C1)F)C)C)F N-[4-[(6,7-Dimethoxy-1,5-naphthyridin-4-yl)oxy]-3-fluorophenyl]-5-(5-fluoropyridin-2-yl)-4-hydroxy-2,6-dimethylpyridine-3-carboxamide